C(C)N(CCCN)CC(F)(F)F N1-ethyl-N1-(2,2,2-trifluoroethyl)propane-1,3-diamine